(S)-N-(2-(2-methoxypyrimidin-4-yl)-1H-pyrrolo[3,2-c]pyridin-6-yl)-5-methyl-1-((tetrahydrofuran-2-yl)methyl)-1H-pyrazole-4-carboxamide COC1=NC=CC(=N1)C1=CC=2C=NC(=CC2N1)NC(=O)C=1C=NN(C1C)C[C@H]1OCCC1